4,6-dihydroxybenzo[d]thiazole-2-carbonitrile OC1=CC(=CC2=C1N=C(S2)C#N)O